CC1=C(C(=C(C=C1)C(C(=O)OCC(C(COC(C(=O)C1=C(C(=C(C=C1)C)C)C)=O)CCCC)CCCC)=O)C)C 2,3-dibutyl-1,4-butanediol ditrimethylphenylglyoxylate